tert-butyl 8-(7-(difluoromethyl)-6-(1-methyl-1H-pyrazol-4-yl)-3,4-dihydroquinolin-1(2H)-yl)-6-(1,4-dioxaspiro[4.5]dec-8-yl)-3,4-dihydroisoquinoline-2(1H)-carboxylate FC(C1=C(C=C2CCCN(C2=C1)C=1C=C(C=C2CCN(CC12)C(=O)OC(C)(C)C)C1CCC2(OCCO2)CC1)C=1C=NN(C1)C)F